tert-butyl N-[2-[2-[4-[(3-methoxy-4-methyl-phenyl)carbamoyl]cyclohexyl]-7-methyl-3-oxo-isoindolin-5-yl]oxyethyl]-N-methyl-carbamate COC=1C=C(C=CC1C)NC(=O)C1CCC(CC1)N1CC2=C(C=C(C=C2C1=O)OCCN(C(OC(C)(C)C)=O)C)C